C(CC(O)(C(=O)O)CC(=O)O)(=O)O.C(C)OC[C@]1(CN(CC1)C(C)(C)C=1C=CC(=NC1)C)CC=1SC=CC1 |o1:17| (S or R)-5-(2-(3-(ethoxymethyl)-3-(thiophen-2-ylmethyl)pyrrolidin-1-yl)propan-2-yl)-2-methylpyridine citrate